C(#N)C1=C(C=CC=C1)[C@@H]([C@H](C)C=1N(C(C(=C(N1)C(=O)NC=1C=NOC1)O)=O)C)C=1C=NN(C1)CCOC 2-((1r,2s)-1-(2-cyanophenyl)-1-(1-(2-methoxyethyl)-1H-pyrazol-4-yl)propan-2-yl)-5-hydroxy-N-(isoxazol-4-yl)-1-methyl-6-oxo-1,6-dihydropyrimidine-4-carboxamide